4-(pyrazinyloxy)cyclohexanone N1=C(C=NC=C1)OC1CCC(CC1)=O